C1=CC=C(C=C1)C#N The molecule is a nitrile that is hydrogen cyanide in which the hydrogen has been replaced by a phenyl group. It is a member of benzenes and a nitrile.